2-chloro-N-(2,6-dichlorophenyl)pyrimidine-5-carboxamide ClC1=NC=C(C=N1)C(=O)NC1=C(C=CC=C1Cl)Cl